S(OC1=CC(=CC=C1)C(NC1C(NC(CC1)=O)=O)=O)(=O)(=O)F 3-((2,6-dioxopiperidin-3-yl)carbamoyl)phenyl sulfurofluoridate